6-[4-(5-{3-Azaspiro[5.5]undecan-9-ylmethyl}pyridin-2-yl)-2,3-dihydroindol-1-yl]-N-[(1R,2S)-2-fluorocyclopropyl]-8-(methylamino)imidazo[1,2-b]pyridazine-3-carboxamide C1CNCCC12CCC(CC2)CC=2C=CC(=NC2)C2=C1CCN(C1=CC=C2)C=2C=C(C=1N(N2)C(=CN1)C(=O)N[C@H]1[C@H](C1)F)NC